6-(4-methylpiperazin-1-yl)pyrazolo[1,5-a]pyridine-3-carbonitrile CN1CCN(CC1)C=1C=CC=2N(C1)N=CC2C#N